CC1(C(N(C1)CCCNC1=NC(=NC=C1C(F)(F)F)NC=1C(=NN(C1)C1CCN(CC1)C)C)=O)C 3,3-Dimethyl-1-(3-((2-((3-methyl-1-(1-methylpiperidin-4-yl)-1H-pyrazol-4-yl)amino)-5-(trifluoromethyl)pyrimidin-4-yl)amino)propyl)azetidin-2-on